bis(2-butyloctyl) 10-(((1-methylpiperidin-4-yl)methyl)(octylsulfinyl)amino)nonadecanedioate CN1CCC(CC1)CN(C(CCCCCCCCC(=O)OCC(CCCCCC)CCCC)CCCCCCCCC(=O)OCC(CCCCCC)CCCC)S(=O)CCCCCCCC